6,7-DICHLOROINDOLE-3-CARBOXALDEHYDE ClC1=CC=C2C(=CNC2=C1Cl)C=O